propyl-dimethylmethoxysilane C(CC)[Si](OC)(C)C